3-tetraphenyl-2-thiourea C1(=CC=CC2=CC=C3C=C4C=CC=CC4=CC3=C12)NC(N)=S